1-(4-(5-((1-(3-fluoro-2-methylbenzyl)piperidin-3-yl)methyl)-1,2,4-oxadiazol-3-yl)phenyl)-3-phenylurea FC=1C(=C(CN2CC(CCC2)CC2=NC(=NO2)C2=CC=C(C=C2)NC(=O)NC2=CC=CC=C2)C=CC1)C